[(2R)-5-(4-chlorophenyl)-2-methyl-piperazin-1-yl]-[1-(trifluoromethyl)cyclopropyl]methanone ClC1=CC=C(C=C1)C1NC[C@H](N(C1)C(=O)C1(CC1)C(F)(F)F)C